CC=1C=C2C(=CN1)OC1(CNC(C1)C)C2 5,5'-dimethyl-3H-spiro[furo[2,3-c]pyridine-2,3'-pyrrolidine]